cis-2-((3-methylpiperidin-4-yl)methyl)isoindoline-1,3-dione trifluoroacetate FC(C(=O)O)(F)F.C[C@@H]1CNCC[C@@H]1CN1C(C2=CC=CC=C2C1=O)=O